ClC1=CC(=C(C=C1)CN1C(C2=CC(=CC(=C2[C@]1(OCC1(CC1)CO)C1=CC=C(C=C1)Cl)F)C(C)(C)O)=O)S(=O)(=O)C (3R)-2-[(4-chloro-2-methylsulfonylphenyl)methyl]-3-(4-chlorophenyl)-4-fluoro-3-{[1-(hydroxymethyl)cyclopropyl]methoxy}-6-(2-hydroxyprop-2-yl)-2,3-dihydro-1H-isoindol-1-one